S(=O)(=O)([O-])[O-].[Mo+4].S(=O)(=O)([O-])[O-] molybdenum sulfate